BrCC(C(=O)N[C@@H](CO)C(=O)OC)(OC)OC methyl (3-bromo-2,2-dimethoxypropanoyl)-L-serinate